Methyl (1RS,2RS)-2-((2-(((R)-6-((tert-butyldimethylsilyl)oxy)hexan-2-yl)oxy)-4-methylphenyl)thio)cyclopentane-1-carboxylate [Si](C)(C)(C(C)(C)C)OCCCC[C@@H](C)OC1=C(C=CC(=C1)C)S[C@H]1[C@H](CCC1)C(=O)OC |&1:23,24|